C1(CC1)S(=O)(=O)NC1=CC=C(OC2CN(C2)C=2C(=C(C(=O)O)C=CC2)N2C=CC=C2)C=C1 3-(3-(4-(cyclopropylsulfonamido)phenoxy)azetidin-1-yl)-2-(1H-pyrrol-1-yl)benzoic acid